2,2'-t-octylmethylene-bis(4,6-di-methylphenyl) phosphate P1(=O)(OC2=C(C=C(C=C2C)C)C(C2=C(C(=CC(=C2)C)C)O1)C(C)(C)CC(C)(C)C)[O-]